3-(8,8-difluoro-7-hydroxy-5-iodobicyclo[4.2.0]oct-1,3,5-triene-2-enyloxy)-5-difluoromethoxybenzamide FC1(C(C2=C(C(=C=C=C12)OC=1C=C(C(=O)N)C=C(C1)OC(F)F)I)O)F